C(C)(=O)OC(C(=O)N1C2=C(OCC1)N=CC(=C2)NC2=NC=C1C(=N2)C(OC=2C=C(C=CC21)C2=NOC=C2C)(C)C)(C)C 1-(7-{[5,5-dimethyl-8-(4-methyl-1,2-oxazol-3-yl)-5H-chromeno[3,4-d]pyrimidin-3-yl]amino}-1H,2H,3H-pyrido[2,3-b][1,4]oxazin-1-yl)-2-methyl-1-oxopropan-2-yl acetate